N/C(/SC1=C(C=CC=C1)N)=C(/C#N)\C(\C#N)=C(\SC1=C(C=CC=C1)N)/N (2Z,3Z)-2,3-bis(amino(2-aminophenylthio)methylene)succinonitrile